ClC1=NC(=CC(=C1)C(=O)O)Cl 2,6-dichloropyridine-4-carboxylic acid